FC1(CC2(C1)C[C@@H](N(CC2)CC2=C1C=CNC1=C(C=C2OC)C)C2=CC=C(C(=O)NC(C(F)(F)F)C)C=C2)F 4-((R)-2,2-difluoro-7-((5-methoxy-7-methyl-1H-indol-4-yl)methyl)-7-azaspiro[3.5]nonan-6-yl)-N-(1,1,1-trifluoropropan-2-yl)benzamide